(E)-2-cyclohexyl-5-(2,4-difluorostyryl)-1,3-benzenediol C1(CCCCC1)C1=C(C=C(C=C1O)\C=C\C1=C(C=C(C=C1)F)F)O